3,4,5-trihydroxybenzoyl-glycine OC=1C=C(C(=O)NCC(=O)O)C=C(C1O)O